4-(5-bromopentyl)-2-(2,6-dioxopiperidin-3-yl)isoindoline-1,3-dione BrCCCCCC1=C2C(N(C(C2=CC=C1)=O)C1C(NC(CC1)=O)=O)=O